BrC1=C(C=C(C=N1)CN1C[C@H](CCC1)O)F (S)-1-((6-Bromo-5-fluoropyridin-3-yl)methyl)piperidin-3-ol